5,7-Difluoro-1-(4-(6-(methylsulfonyl)-3,6-diazabicyclo[3.1.1]heptan-3-yl)phenyl)-1H-indazol-6-ol FC=1C=C2C=NN(C2=C(C1O)F)C1=CC=C(C=C1)N1CC2N(C(C1)C2)S(=O)(=O)C